10-(2-((1R,4R)-5-methyl-2,5-diazabicyclo[2.2.1]heptan-2-yl)ethyl)-3,7-bis(1H-pyrazolo[3,4-b]pyridin-4-yl)-10H-phenothiazine CN1[C@H]2CN([C@@H](C1)C2)CCN2C1=CC=C(C=C1SC=1C=C(C=CC21)C2=C1C(=NC=C2)NN=C1)C1=C2C(=NC=C1)NN=C2